C=C(C(C(=O)[O-])O)C1=CC(=CC(=C1)C(C)(C)C)C(C)(C)C methylene(3,5-di-t-butyl-hydroxyhydrocinnamate)